ethyl (S)-3-(benzyl((R)-1-phenylethyl)amino)-3-(3'-(trifluoromethyl)biphenyl-3-yl)propanoate C(C1=CC=CC=C1)N([C@@H](CC(=O)OCC)C=1C=C(C=CC1)C1=CC(=CC=C1)C(F)(F)F)[C@H](C)C1=CC=CC=C1